NC1=CC=C(C(=N1)C)CNC(OC(C)(C)C)=O tert-butyl ((6-amino-2-methylpyridin-3-yl)methyl)carbamate